BrC=1C(=C(C=CC1)C(\C(=C\N(C)C)\C1=NC(=NC=C1)SC)=O)F (E)-1-(3-Bromo-2-fluorophenyl)-3-(dimethylamino)-2-(2-(methylthio)pyrimidin-4-yl)prop-2-en-1-one